C(C)(=O)NC=1C(=C(C(=O)O)C=C(C1)C(F)(F)F)F 3-acetamido-2-fluoro-5-(trifluoromethyl)benzoic acid